OC1C(CC12CCN(CC2)C(=O)C2CCC=1N(C2)C=NN1)C1N2C(C=3C=CC=CC13)=CN=C2 [3-Hydroxy-2-(5H-imidazo[1,5-b]isoindol-5-yl)-7-azaspiro[3.5]nonan-7-yl]-(5,6,7,8-tetrahydro-[1,2,4]triazolo[4,3-a]pyridin-6-yl)methanon